C(C\C=C\C)N1N=CC(=C1)C1=C2C(=NC=C1)NC=C2 4-{1-[(3E)-pent-3-en-1-yl]-1H-pyrazol-4-yl}-1H-pyrrolo[2,3-b]pyridine